CSCC=C(C)C methylprenyl sulfide